C(=C)C1=CC=C(CN2C(NC(C2=O)(C)C)=O)C=C1 3-(4'-vinylbenzyl)-5,5-dimethylhydantoin